racemic-3-azabicyclo[2.2.1]heptane-2-carbonitrile C12C(NC(CC1)C2)C#N